[Cl-].C(CCCCCCCC)[N+](C)(C)C1=CC=CC=C1 nonyl-phenyl-dimethyl-ammonium chloride